N-(2-((1R,4R)-2-oxa-5-azabicyclo[2.2.1]heptan-5-yl)-4-methoxy-5-((6-((R)-3-(3-phenoxyphenyl)isooxazolidin-2-yl)pyrimidin-4-yl)amino)phenyl)acrylamide [C@H]12OC[C@H](N(C1)C1=C(C=C(C(=C1)OC)NC1=NC=NC(=C1)N1OCC[C@@H]1C1=CC(=CC=C1)OC1=CC=CC=C1)NC(C=C)=O)C2